ClC1=C(C(=O)NC2=CC(=C(C=C2)Cl)C2=NC=CC=C2)C=CC(=C1)C(=O)NC[C@H]1OCCC1 (S)-2-Chloro-N1-(4-Chloro-3-(Pyridin-2-Yl)Phenyl)-N4-((Tetrahydrofuran-2-Yl)Methyl)Terephthalamide